C1(CCCCC1)C(C(=O)NC(C(=O)O)CCN(CCCCC1=NC=2NCCCC2C=C1)C1CC1)O 2-[[2-cyclohexyl-2-hydroxy-acetyl]amino]-4-[cyclopropyl-[4-(5,6,7,8-tetrahydro-1,8-naphthyridin-2-yl)butyl]amino]butanoic acid